BrC=1C2=CCC(C(C2(C(C2(C(C(C(C(C12)([2H])[2H])([2H])[2H])([2H])[2H])([2H])[2H])[2H])(C1=CC=CC2=CC=CC=C12)[2H])[2H])([2H])[2H])([2H])[2H] 9-bromo-10-(naphthalen-1-yl)anthracene-d15